[Pb].[Zr].[Pb] lead-zirconium lead